Cl.C1(CC1)OC(=O)C1=CC=C(N=N1)C(=O)NC([2H])([2H])[2H] 6-(cyclopropylcarboxy)-N-(methyl-d3)pyridazine-3-carboxamide hydrochloride